C1(CC1)S(=O)(=O)N1N=CC(=C1)C1=NC=CC(=N1)NC1=NC=C(C(=C1)NC1CCC(CC1)(O)C)C=1N=C(N(C1)C)C(F)F (1s,4s)-4-((2-((2-(1-(Cyclopropylsulfonyl)-1H-pyrazol-4-yl)pyrimidin-4-yl)amino)-5-(2-(difluoromethyl)-1-methyl-1H-imidazol-4-yl)pyridin-4-yl)amino)-1-methylcyclohexan-1-ol